C1(=CC=CC2=CC=CC=C12)C=1C2=CC=CC=C2C(=C2C=CC=CC12)C1=CC=C(C=C1)C1=CC2=CC=CC=C2C=C1 9-(1-Naphthyl)-10-[4-(2-naphthyl)phenyl]anthracene